tris-(dimethylamino)-phosphine CN(C)P(N(C)C)N(C)C